NC1=C(SC=2N=C(SC21)C)C(=O)N[C@@H]2CC1=C(C=C(C(=C1CC2)C#N)N2CCNCC2)F (S)-6-amino-N-(5-cyano-8-fluoro-6-(piperazin-1-yl)-1,2,3,4-tetrahydronaphthalen-2-yl)-2-methylthieno[2,3-d]thiazole-5-carboxamide